C(=CCCCCCCC)[C@@](CO)(O)[C@@](O)([C@](O)([C@H](O)COC=CCCCCCCC)C=CCCCCCCC)C=CCCCCCCC 2,3,4,6-O-tetranonenyl-sorbitol